O=C1C(CC2=CC=CC=C12)=CC1=CC=C(O1)C=1C=C(C(=O)OCC)C=CC1 Ethyl 3-[5-[(1,3-dihydro-1-oxo-2H-inden-2-ylidene)methyl]-2-furanyl]benzoate